C(C=C)OCC(C(=O)OC(C)CCCC)=C s-hexyl α-allyloxymethylacrylate